8-(1,3-dimethyl-1H-pyrazol-4-yl)-1-(Sa)-(3-fluoro-5-methoxy-pyridin-4-yl)-7-methoxy-3-methyl-1,3-dihydroimidazo[4,5-c]quinolin-2-one CN1N=C(C(=C1)C1=CC=2C3=C(C=NC2C=C1OC)N(C(N3C3=C(C=NC=C3OC)F)=O)C)C